7-Chlorofurano[3,2-b]pyridine-5-carboxylic acid methyl ester COC(=O)C1=CC(=C2C(=N1)C=CO2)Cl